(S)-5-([1,3'-bipyrrolidin]-1'-yl)-N-(6-ethoxy-2-methyl-2H-indazol-5-yl)pyrazine-2-carboxamide N1(CCCC1)[C@@H]1CN(CC1)C=1N=CC(=NC1)C(=O)NC1=CC2=CN(N=C2C=C1OCC)C